naphthalen-7-d-2-amine C1=C(C=CC2=CC=C(C=C12)[2H])N